C1(=CC=CC=C1)C1=C(C=C(C#N)C(=C1)C1=CC=CC=C1)C#N 4,6-diphenyl-isophthalonitrile